C(C)OP(=O)(OCC)C(C)(F)C=1C=CC2=C(C=C(S2)C(=O)OCC2=CC=CC=C2)C1 benzyl 5-[1-(diethoxyphosphoryl)-1-fluoroethyl]-1-benzothiophene-2-carboxylate